ClC=1C=CC=C2C=CC=C(C12)N1CC=2N=C(N=C(C2CC1)N1C[C@H]2C[C@H]([C@@H](C1)N2C(=O)OC(C)(C)C)O)OCCC(F)(F)F tert-butyl (1R,5R,6R)-3-(7-(8-chloronaphthalen-1-yl)-2-(3,3,3-trifluoropropoxy)-5,6,7,8-tetrahydropyrido[3,4-d]pyrimidin-4-yl)-6-hydroxy-3,8-diazabicyclo[3.2.1]octane-8-carboxylate